CC(C(=O)O)=C.C(C=C)(=O)OC methyl prop-2-enoate (methyl acrylate)